6-(1H-Pyrrolo[2,3-b]pyridin-5-carbonyl)-N-(3-(trifluoromethyl)phenyl)-4,5,6,7-tetrahydrothieno[2,3-c]pyridin-3-carboxamid N1C=CC=2C1=NC=C(C2)C(=O)N2CC1=C(CC2)C(=CS1)C(=O)NC1=CC(=CC=C1)C(F)(F)F